(5-(3-fluoro-8-((1S,2S)-2-(1-(2,2,2-trifluoroethyl)-1H-indazol-6-yl)cyclopropyl)imidazo[1,2-b]pyridazin-6-yl)-2,4-dioxo-3,4-dihydropyrimidin-1(2H)-yl)methyl dihydrogen phosphate P(=O)(OCN1C(NC(C(=C1)C=1C=C(C=2N(N1)C(=CN2)F)[C@@H]2[C@H](C2)C2=CC=C1C=NN(C1=C2)CC(F)(F)F)=O)=O)(O)O